COC1=C(C=O)C=C(C(=C1)C=O)OC 2,5-Dimethoxyterephthalaldehyde